7-[6-(1-cyclopropylpyrazol-4-yl)-3,6-dihydro-2H-pyran-4-yl]-5-(2,4-difluorophenyl)-2,3-dimethyl-1,2-dihydropyrido[2,3-d]pyrimidin-4-one C1(CC1)N1N=CC(=C1)C1C=C(CCO1)C=1C=C(C2=C(NC(N(C2=O)C)C)N1)C1=C(C=C(C=C1)F)F